3-(3-methyl-1,2,4-thiadiazol-5-yl)phenol CC1=NSC(=N1)C=1C=C(C=CC1)O